5-bromo-N-(4-(methyl-(2-morpholinoethyl)amino)-2-(piperidin-1-yl)phenyl)furan-2-carboxamide BrC1=CC=C(O1)C(=O)NC1=C(C=C(C=C1)N(CCN1CCOCC1)C)N1CCCCC1